γ-methacryloxypropyldimethylmonochlorosilane C(C(=C)C)(=O)OCCC[Si](Cl)(C)C